ClC=1C=C(C=CC1Cl)NC(=O)[C@@H]1[C@H]2[C@@H]3C[C@@H]3[C@@H]([C@@H]1C=1C=NC=NC1)O2 |r| rac-(1S,2S,4R,5R,6S,7S)-N-(3,4-dichlorophenyl)-7-(pyrimidin-5-yl)-8-oxatricyclo[3.2.1.02,4]octane-6-carboxamide